methyl 6-(5-fluoro-2-(((3S,4R)-3-hydroxytetrahydro-2H-pyran-4-yl) amino) pyrimidin-4-yl)-4-isopropylquinoline-2-carboxylate FC=1C(=NC(=NC1)N[C@H]1[C@@H](COCC1)O)C=1C=C2C(=CC(=NC2=CC1)C(=O)OC)C(C)C